CC=1C=C(OC2=C(C=C(C=C2)N)N)C=CC1 4-(m-methylphenoxy)m-phenylenediamine